(rac)-trans-3-amino-1-(N-(2-aminoethyl)sulfamoyl)-4-(3-boronopropyl)pyrrolidine-3-carboxylic acid compound with 2,2,2-trifluoroacetic acid FC(C(=O)O)(F)F.N[C@@]1(CN(C[C@H]1CCCB(O)O)S(NCCN)(=O)=O)C(=O)O |r|